BrC=1C(=C2C(OC(C2=CC1)=O)O)I 5-bromo-3-hydroxy-4-iodoisobenzofuran-1(3H)-one